Cl.ClC=1C=C(C(=C(C1)C1=NC=NN2C1=CC(=C2)CN2C(C1C(C1C2=O)(C)C)=O)C=2CCNCC2)C 3-((4-(5-chloro-3-methyl-2-(1,2,3,6-tetrahydropyridin-4-yl)phenyl)pyrrolo[2,1-f][1,2,4]triazin-6-yl)methyl)-6,6-dimethyl-3-azabicyclo[3.1.0]hexane-2,4-dione hydrochloride